1-(4-(6-(3,5-dimethoxyphenyl)-2-(4-(2-(((3R,4S,5S,6R)-3,4,5-trihydroxy-6-(hydroxymethyl)tetrahydro-2H-pyran-2-yl)amino)ethoxy)phenyl)imidazo[1,2-a]pyridin-8-yl)phenyl)ethan-1-one COC=1C=C(C=C(C1)OC)C=1C=C(C=2N(C1)C=C(N2)C2=CC=C(C=C2)OCCNC2O[C@@H]([C@H]([C@@H]([C@H]2O)O)O)CO)C2=CC=C(C=C2)C(C)=O